C(C)(=O)N1C[C@H](N(CC1)C(C=C)=O)C1=CC(=CC(=C1)Cl)C1=NC=CC(=N1)N (R)-1-(4-acetyl-2-(3-(4-aminopyrimidin-2-yl)-5-chlorophenyl)piperazin-1-yl)prop-2-en-1-one